C(CC)C1=CC=C(C(=O)NC2=CC=C(C=C2)[C@@H]2CNCC2)C=C1 |r| (RS)-4-Propyl-N-(4-pyrrolidin-3-yl-phenyl)-benzamid